dodecyl sulfate, sodium salt [Na+].S(=O)(=O)(OCCCCCCCCCCCC)[O-]